2-phenyl-1,3-thiazole-5-carboxamide C1(=CC=CC=C1)C=1SC(=CN1)C(=O)N